(3-((4-cyano-7-(4-isopropylphenyl)-2,3-dihydrobenzofuran-5-yl)amino)prop-1-en-2-yl)boronic acid C(#N)C1=C(C=C(C2=C1CCO2)C2=CC=C(C=C2)C(C)C)NCC(=C)B(O)O